(R)-4-((4-(azepan-1-yl)-1-(phenylthio)butan-2-yl)amino)-3-nitrobenzenesulfonamide N1(CCCCCC1)CC[C@H](CSC1=CC=CC=C1)NC1=C(C=C(C=C1)S(=O)(=O)N)[N+](=O)[O-]